FC1=C(C=CC(=C1)B1OC(C(O1)(C)C)(C)C)[C@@H](C)N (R)-1-(2-fluoro-4-(4,4,5,5-tetramethyl-1,3,2-dioxaborolan-2-yl)phenyl)ethan-1-amine